ClC1=C(C=CC(=C1)Cl)[C@@H](C)NC=1C=2C(N=C(N1)N1CC(C1)[C@@H]1CN(CCC1)C1CC(C1)(C(=O)O)C)=CN(N2)C 3-((R)-3-(1-(7-(((R)-1-(2,4-dichlorophenyl)ethyl)amino)-2-methyl-2H-pyrazolo[4,3-d]pyrimidin-5-yl)azetidin-3-yl)piperidin-1-yl)-1-methylcyclobutane-1-carboxylic acid